C(C)N1C2NCNC3CCC(C(NC1=O)C32)F 6-ethyl-10-fluoro-7-oxo-2,4,6,8-tetraazatricyclo[7.3.1.05,13]tridecane